1-(3,5-Dichloro-2-fluoro-4-pyridyl)ethanol ClC=1C(=NC=C(C1C(C)O)Cl)F